CC(C)(C)OC(=O)N(C=1C(NC2=C3C=CC=NC3=C(C=C2C1C1=C2C=NN(C2=C(C=C1)F)C(=O)OC(C)(C)C)Br)=O)C(=O)OC(C)(C)C tert-Butyl 4-[3-[bis[(2-methylpropan-2-yl)oxycarbonyl]amino]-6-bromo-2-oxo-1H-1,7-phenanthroline-4-yl]-7-fluoroindazole-1-carboxylate